7-(3-aminoprop-1-yn-1-yl)-2-(4,6-dimethylpyrazolo[1,5-a]pyrazin-2-yl)-4H-pyrido[1,2-a]pyrimidin-4-one NCC#CC=1C=CC=2N(C(C=C(N2)C2=NN3C(C(=NC(=C3)C)C)=C2)=O)C1